1-{[(2S)-1-methyl-5-oxopyrrolidin-2-yl]methoxy}-7-(propan-2-yloxy)isoquinoline-6-carboxamide CN1[C@@H](CCC1=O)COC1=NC=CC2=CC(=C(C=C12)OC(C)C)C(=O)N